COC1=CC=C2C3(CC=4C(=NOC4C2=C1)N)CC3 8'-methoxy-4'H-spiro[cyclopropane-1,5'-naphtho[2,1-d][1,2]oxazol]-3'-amine